6-(trifluoromethyl)pyrazine FC(C1=CN=CC=N1)(F)F